tert-butyl (2-(thiophen-3-yl)-ethyl)carbamate S1C=C(C=C1)CCNC(OC(C)(C)C)=O